C1(CC1)C=1C=NN2C1N=C(C=C2NCC2=CC=C(C=C2)C2=NC=CC=C2)NCC2CCNCC2 3-Cyclopropyl-N5-(piperidin-4-ylmethyl)-N7-(4-(pyridin-2-yl)benzyl)pyrazolo[1,5-a]pyrimidine-5,7-diamine